FC1(CC1)CC1N(S(OC1)(=O)=O)C(=O)OC(C)(C)C tert-butyl 4-[(1-fluorocyclopropyl)methyl]-2,2-dioxo-1,2lambda6,3-oxathiazolidine-3-carboxylate